C(CCCCCCC)SCC=1C=C(C(=C(C1)CSCCCCCCCC)O)C 4,6-bis(octyl-thiomethyl)o-cresol